COC1=CC=C(C=C1)[C@]1(O)[C@H](OC(C2=CC=CC=C2)=O)[C@@H](O)[C@@H](O1)CO[Si](C(C)C)(C(C)C)C(C)C p-methoxyphenyl-(2-O-benzoyl-5-O-triisopropylsilyl-alpha-L-arabinofuranose)